(E)-1-(2,5,8,11,14-pentaoxahexadecan-16-yl)-3,3-dimethylindolin COCCOCCOCCOCCOCCN1CC(C2=CC=CC=C12)(C)C